2-(6-chloro-4-(hydroxymethyl)-1H-pyrrolo[2,3-b]pyridin-1-yl)acetonitrile ClC1=CC(=C2C(=N1)N(C=C2)CC#N)CO